C(C)(C)(C)N1N=C(C=C1NC(OCC1=CC=CC=C1)=O)[C@H]1CC(CC1)=O |r| (±)-benzyl [1-tert-butyl-3-(3-oxocyclopentyl)-1H-pyrazol-5-yl]carbamate